N-(1-methylpiperidin-4-yl)-3-(3'-oxospiro[cyclohexane-1,1'-isoindolin]-6'-yl)-1H-pyrrolo[2,3-b]pyridine-5-carboxamide CN1CCC(CC1)NC(=O)C=1C=C2C(=NC1)NC=C2C2=CC=C1C(NC3(C1=C2)CCCCC3)=O